(S)-N-(2-([1,3'-biazetidin]-1'-yl)-1-(4-fluorophenyl)-2-oxoethyl)-4-(trifluoromethoxy)benzenesulfonamide N1(CCC1)C1CN(C1)C([C@H](C1=CC=C(C=C1)F)NS(=O)(=O)C1=CC=C(C=C1)OC(F)(F)F)=O